ClC1=C(C=CC=C1)C=1N(C2=NC(=NC(=C2N1)N1CCC(CC1)(C(=O)N)C)NC[C@@H](C)O)C1=CC=C(C=C1)Cl 1-[8-(2-chlorophenyl)-9-(4-chlorophenyl)-2-[[(2R)-2-hydroxypropyl]amino]purin-6-yl]-4-methyl-piperidine-4-carboxamide